tert-butyl 4-(2-oxo-1,2,5,6-tetrahydro-4H-imidazo[4,5,1-ij]quinolin-7-yl)-3,6-dihydropyridine-1(2H)-carboxylate O=C1NC=2C=CC(=C3CCCN1C23)C=2CCN(CC2)C(=O)OC(C)(C)C